(R)-N1-(4-(1H-Indol-1-yl)pyrimidin-2-yl)-4-(3-(dimethylamino)pyrrolidin-1-yl)-6-methoxybenzene-1,3-diamine N1(C=CC2=CC=CC=C12)C1=NC(=NC=C1)NC1=CC(=C(C=C1OC)N1C[C@@H](CC1)N(C)C)N